(S)-3-((3-(ethoxymethyl)-3-(2-(4-methylthiophen-3-yl)ethyl)pyrrolidin-1-yl)methyl)-2,6-dimethylpyridine C(C)OC[C@@]1(CN(CC1)CC=1C(=NC(=CC1)C)C)CCC1=CSC=C1C